5-(2-(4-(difluoromethoxy)-3-(difluoromethyl)phenylamino)-5-methylpyrimidin-4-ylamino)benzo[d]oxazol-2(3H)-one formate salt C(=O)O.FC(OC1=C(C=C(C=C1)NC1=NC=C(C(=N1)NC=1C=CC2=C(NC(O2)=O)C1)C)C(F)F)F